2-chloro-6,7-dihydro-5H-pyrrolopyridine hydrochloride Cl.ClC1=CC=2C(CCCN2)=N1